(4S)-7-(3,5-dimethylisoxazol-4-yl)-2-[4-(ethylsulfonyl)piperazin-1-yl]-4-pyridin-2-yl-4,5-dihydroimidazo[1,5,4-de][1,4]benzoxazine CC1=NOC(=C1C1=CC=C2C=3N([C@H](COC31)C3=NC=CC=C3)C(=N2)N2CCN(CC2)S(=O)(=O)CC)C